5-methylpyrazolo[1,5-a]pyridine-7-carboxamide CC1=CC=2N(C(=C1)C(=O)N)N=CC2